ClC=1C=C(C=CC1C#N)C=1C(=NN(C1O)C1=NC=C(C(=O)O)C=C1)C 6-(4-(3-chloro-4-cyanophenyl)-5-hydroxy-3-methyl-1H-pyrazol-1-yl)nicotinic acid